ClC1=CC=C(C=C1)C(CC=1SC=CC1)=O 1-(4-chlorophenyl)-2-(thiophene-2-yl)ethan-1-one